COC(C(CCCCC#N)(C1=CC=CC=C1)C1=CC=CC=C1)=O 6-cyano-2,2-diphenylhexanoic acid methyl ester